C1CCC2=C(C=3CCCC3C=C12)NC(=O)NC(C(=O)OC)CC1=CC(=CC=C1)CO methyl 2-{[(1,2,3,5,6,7-hexahydro-s-indacen-4-yl)carbamoyl]amino}-3-[3-(hydroxymethyl)phenyl]propanoate